N-benzyl-(9Z,12Z,15Z)-octadecatrienamide CC/C=C\C/C=C\C/C=C\CCCCCCCC(=O)NCC1=CC=CC=C1